2,6-dimethyl-4-hydroxy-aniline CC1=C(N)C(=CC(=C1)O)C